ClC=1C=C(C=CC1)C(CO)NC(=O)C1=CN(C=C1)C1=NC(=NC=C1C)NC1=CC=C(C=C1)F N-(1-(3-chloro-phenyl)-2-hydroxy-ethyl)-1-(2-((4-fluoro-phenyl)amino)-5-methyl-pyrimidin-4-yl)-1H-pyrrole-3-carboxamide